(2S,3S,SR)-4-[[3-(3,4-difluoro-2-methoxy-phenyl)-5-(trifluoromethyl)tetrahydrofuran-2-carbonyl]amino]pyridine-2-carboxamide FC=1C(=C(C=CC1F)[C@H]1[C@H](O[C@@H](C1)C(F)(F)F)C(=O)NC1=CC(=NC=C1)C(=O)N)OC |&1:11|